1-[2-(quinolin-4-yl)phenyl]methanamine N1=CC=C(C2=CC=CC=C12)C1=C(C=CC=C1)CN